3-((3-(Bis(4-methoxyphenyl)(phenyl)methoxy)propyl)disulfanyl)butyl(2-cyanoethyl)diisopropylphosphoramidite COC1=CC=C(C=C1)C(OCCCSSC(CCOP([O-])N(C(C)(C)CCC#N)C(C)C)C)(C1=CC=CC=C1)C1=CC=C(C=C1)OC